ethyl 7-[5-(chloromethyl)-3-(hydroxymethyl)-1-methyl-1H-pyrazol-4-yl]-1-[3-(methylamino)propyl]-3-[3-(1-naphthyloxy)propyl]-1H-indole-2-carboxylate hydrochloric acid salt Cl.ClCC1=C(C(=NN1C)CO)C=1C=CC=C2C(=C(N(C12)CCCNC)C(=O)OCC)CCCOC1=CC=CC2=CC=CC=C12